(R)-4-o-methoxyphenyl-2-oxazolidinone COC1=C(C=CC=C1)[C@H]1NC(OC1)=O